6-(4-chlorophenyl)-2-(2-aminopyridine-4-yl)pyrimidine-4-carboxylic acid ClC1=CC=C(C=C1)C1=CC(=NC(=N1)C1=CC(=NC=C1)N)C(=O)O